O1-tert-butyl O2-methyl rac-(2R,3S)-3-[2-(3-fluoroazetidin-1-yl)ethyl-methyl-carbamoyl]piperidine-1,2-dicarboxylate FC1CN(C1)CCN(C(=O)[C@@H]1[C@@H](N(CCC1)C(=O)OC(C)(C)C)C(=O)OC)C |r|